(S)-quinuclidin-3-yl (6'-(3-methoxyphenyl)-3',4'-dihydro-1'H-spiro[cyclopropane-1,2'-naphthalen]-1'-yl)carbamate COC=1C=C(C=CC1)C=1C=C2CCC3(C(C2=CC1)NC(O[C@@H]1CN2CCC1CC2)=O)CC3